[N+](=O)([O-])C1=C(C)C(=CC(=C1OC)C(C)(C)C)[N+](=O)[O-] 2,6-diNitro-3-methoxy-4-tert-butyltoluene